NC1CCC(CC1)CNC(OC(C)(C)C)=O tert-butyl ((4-aminocyclohexyl)methyl)carbamate